FC(C=1C=C(\C=N\C(C(=O)[O-])(C=C)C(C)C)C=C(C1)C(F)(F)F)(F)F (E)-2-((3,5-bis(trifluoromethyl) benzylidene) amino)-2-isopropylbut-3-enoate